tert-Butyl 2-(5-(4-(benzyloxy)-2,3-difluorophenyl)-1,3,4-thiadiazol-2-yl)-2,7-diazaspiro[3.5]nonane-7-carboxylate C(C1=CC=CC=C1)OC1=C(C(=C(C=C1)C1=NN=C(S1)N1CC2(C1)CCN(CC2)C(=O)OC(C)(C)C)F)F